F[C@H]1C[C@@H](N(C1)C(=O)OC(C)(C)C)C(NC1=CC(=CC=C1)C=1N(N=CC1)C)=O tert-butyl (2R,4S)-4-fluoro-2-[[3-(2-methylpyrazol-3-yl)phenyl]carbamoyl]pyrrolidine-1-carboxylate